(E)-N,N-diethyl-3-(2-(trifluoromethyl)phenyl)acrylamide C(C)N(C(\C=C\C1=C(C=CC=C1)C(F)(F)F)=O)CC